CN(C)CC1(CC1)COC=1N=C(C2=C(N1)CN(CC2)C2=CC=CC1=CC=CC(=C21)CC)NCC2=NN(C(=C2S(=O)(=O)N)C)C 3-(((2-((1-((dimethylamino)methyl)cyclopropyl)methoxy)-7-(8-ethylnaphthalen-1-yl)-5,6,7,8-tetrahydropyrido[3,4-d]pyrimidin-4-yl)amino)methyl)-1,5-dimethyl-1H-pyrazole-4-sulfonamide